C(C)OC(=O)C1=NN(C=C1)C1CC(C1)=O 1-(3-Oxocyclobutyl)-1H-pyrazole-3-carboxylic acid ethyl ester